(R)-1-[(S)-2-(di-2-furylphosphino)ferrocenyl]ethyl-di-(2-methylphenyl)phosphine O1C(=CC=C1)P(C=1[C-](C=CC1)[C@@H](C)P(C1=C(C=CC=C1)C)C1=C(C=CC=C1)C)C=1OC=CC1.[CH-]1C=CC=C1.[Fe+2]